Ethyl 2-(2-((7-(5-methyl-1,2,4-oxadiazol-3-yl) isoquinolin-1-yl) amino) ethyl)-1,2,3,4-tetrahydropyrrolo[1,2-a]pyrazine-7-carboxylate CC1=NC(=NO1)C1=CC=C2C=CN=C(C2=C1)NCCN1CC=2N(CC1)C=C(C2)C(=O)OCC